FC1=C(C=CC(=C1)F)NC(C(=O)N[C@H](C(N[C@@H](C[C@H]1C(NCC1)=O)C(COC1=C(C(=CC(=C1F)F)F)F)=O)=O)CC(C)C)=O N1-(2,4-difluorophenyl)-N2-((S)-4-methyl-1-oxo-1-(((S)-3-oxo-1-((S)-2-oxopyrrolidin-3-yl)-4-(2,3,5,6-tetrafluorophenoxy)butan-2-yl)amino)pentan-2-yl)oxalamide